ClC1=C(C=CC=C1C1=C(C(=NC=C1)C1=CC=C2C(=CN(C2=C1)C)CNC)Cl)C1=CC=C(C(=N1)OC)CNC 1-(6-(2-chloro-3-(3-chloro-2-(1-methyl-3-((methylamino)methyl)-1H-indol-6-yl)pyridin-4-yl)phenyl)-2-methoxypyridin-3-yl)-N-methylmethanamine